COC1=NC=CC(=C1C1=CC=2C(=CN=C(C2)NC(=O)C2C(C2)C=O)N1C)OC N-[2-(2,4-dimethoxypyridin-3-yl)-1-methylpyrrolo[2,3-c]pyridin-5-yl]-2-formylcyclopropane-1-carboxamide